C(C=C)(=O)OCC1OC(OC1)(CC)C (2-methyl-2-ethyl-1,3-dioxolane-4-yl)methyl acrylate